((2R,3S,5R)-3-acetoxy-5-(8-bromo-9H-purin-9-yl)tetrahydrofuran-2-yl)methyl acetate C(C)(=O)OC[C@H]1O[C@H](C[C@@H]1OC(C)=O)N1C2=NC=NC=C2N=C1Br